1-(2-((3,5-Bis((E)-3,4-dimethoxybenzylidene)-4-oxocyclohexyl)amino)-2-oxoethyl)-4-methylpiperazine-1,4-diium di(trifluoroacetate) FC(C(=O)[O-])(F)F.FC(C(=O)[O-])(F)F.COC=1C=C(\C=C\2/CC(C\C(\C2=O)=C/C2=CC(=C(C=C2)OC)OC)NC(C[NH+]2CC[NH+](CC2)C)=O)C=CC1OC